(S)-2-((3'-ethoxy-5-hydroxy-4'-(7-oxo-6,7-dihydro-3H-[1,2,3]triazolo[4,5-d]pyrimidin-5-yl)-[1,1'-biphenyl]-3-yl)oxy)butyric acid C(C)OC=1C=C(C=CC1C=1NC(C2=C(N1)NN=N2)=O)C2=CC(=CC(=C2)O)O[C@H](C(=O)O)CC